C(C)OC(C1=C(C=C(C=C1)F)F)=O 2,4-difluorobenzoic acid ethyl ester